[Si](C)(C)(C(C)(C)C)OCCC(=O)OC (S)-3-((tert-butyldimethylsilyl)oxy)-1-methoxy-1-oxopropan